[1-[2-(4-methoxy-1-piperidinyl)-6-methyl-4-oxo-chromen-8-yl]ethylamino]benzoic acid COC1CCN(CC1)C=1OC2=C(C=C(C=C2C(C1)=O)C)C(C)NC1=C(C(=O)O)C=CC=C1